C(C)(C)(C)OC(=O)N[C@@H](C(=O)OC)CCC(=C)C methyl (R)-2-((tert-butoxycarbonyl) amino)-5-methylhex-5-enoate